C(C)N([Li])CC diethyl-aminolithium